N[C@H](C(=O)O)[C@@H](C)C1=CNC2=CC=CC(=C12)F (2S,3S)-2-amino-3-(4-fluoro-1H-indol-3-yl)butanoic acid